C(C)(C)(C)OC(CN1N=C(C(=C1)I)C(NC)=O)=O 2-(4-iodo-3-(methylcarbamoyl)-1H-pyrazol-1-yl)acetic acid tert-butyl ester